6-cyano-7-nitroquinoline-2,3-dione C(#N)C1=CC2=CC(C(N=C2C=C1[N+](=O)[O-])=O)=O